C1=CC=CC=2C3=CC=CC=C3N(C12)C1=C(C=CC=C1)C1=C(C=CC=C1N1C2=CC=CC=C2C=2C=C(C=CC12)C1=CC=CC=C1)N1C2=CC=CC=C2C=2C=C(C=CC12)C1=CC=CC=C1 2'-(9H-carbazol-9-yl)-2,6-bis(3-phenyl-9H-carbazol-9-yl)-[1,1'-biphenyl]